N-(2-((1-Hydroxy-2-methylpropan-2-yl)amino)-6-methylpyrimidin-4-yl)-4-(methylsulfonyl)-2-(6-azaspiro[2.5]octan-6-yl)benzamide OCC(C)(C)NC1=NC(=CC(=N1)NC(C1=C(C=C(C=C1)S(=O)(=O)C)N1CCC2(CC2)CC1)=O)C